N[C@@]1(CN(CC1)C1=C(C=NC(=C1Br)OC)C(=O)N[C@H](C(F)(F)F)C)C 4-[(3S)-3-amino-3-methylpyrrolidin-1-yl]-5-bromo-6-methoxy-N-[(2S)-1,1,1-trifluoropropan-2-yl]pyridine-3-carboxamide